1-(4-Fluorophenyl)ethanol tert-butyl-4-((6-(2-allyl-6-((1-methyl-1H-indazol-6-yl)amino)-3-oxo-2,3-dihydro-1H-pyrazolo[3,4-d]pyrimidin-1-yl)pyridin-2-yl)oxy)piperidine-1-carboxylate C(C)(C)(C)C1N(CCC(C1)OC1=NC(=CC=C1)N1N(C(C=2C1=NC(=NC2)NC2=CC=C1C=NN(C1=C2)C)=O)CC=C)C(=O)OC(C)C2=CC=C(C=C2)F